2-(3,3-dimethyl-2-oxobutyl)isoindoline-1,3-dione CC(C(CN1C(C2=CC=CC=C2C1=O)=O)=O)(C)C